8-methyl-6-(1-methyl-5-oxo-pyrrolidin-3-yl)oxy-2-thieno[3,2-c]pyridin-6-yl-3H-quinazolin-4-one CC=1C=C(C=C2C(NC(=NC12)C1=CC2=C(C=N1)C=CS2)=O)OC2CN(C(C2)=O)C